N-tert.-Butyl-4-[[2-(4-tert.-butyl-2-fluoro-5-hydroxyphenyl)acetyl]amino]pyridin C(C)(C)(C)N1CC=C(C=C1)NC(CC1=C(C=C(C(=C1)O)C(C)(C)C)F)=O